tert-butyl 9-(6-(trifluoromethyl)pyridin-2-yl)-3,9-diazaspiro[5.5]undecane-3-carboxylate FC(C1=CC=CC(=N1)N1CCC2(CCN(CC2)C(=O)OC(C)(C)C)CC1)(F)F